C(C)(C)(C)[C@H]1C[C@H](N(CC1)C([C@@H](NS(=O)(=O)C(F)(F)F)C(C)C)=O)C(=O)O (2S,4R)-4-tert-butyl-1-{N-[(trifluoromethyl)sulfonyl]-L-valyl}piperidine-2-carboxylic acid